3-((2-Methylpentyl)oxy)-N-(4-(pyridin-2-ylmethoxy)phenyl)aniline CC(COC=1C=C(NC2=CC=C(C=C2)OCC2=NC=CC=C2)C=CC1)CCC